C(C)(C)(C)OC(=O)NCCCCCC(=O)NC1C2S(CC(=C(N2C1=O)C(=O)OC(C1=CC=CC=C1)C1=CC=CC=C1)COC1=CC2=C(N=C(S2)C#N)C=C1)=O Benzhydryl 7-(6-((tert-butoxycarbonyl)amino)hexanamido)-3-(((2-cyanobenzo[d]thiazol-6-yl)oxy)methyl)-8-oxo-5-thia-1-azabicyclo[4.2.0]oct-2-ene-2-carboxylate 5-oxide